[1,1-biphenyl]-4,4-dicarboxamide C1(=CCC(C=C1)(C(=O)N)C(=O)N)C1=CC=CC=C1